ClC=1C(=CC(=NC1)C#N)C=1NC2=CC(=CC=C2C(C1)=O)Cl 5-chloro-4-(7-chloro-4-oxo-1,4-dihydroquinolin-2-yl)picolinonitrile